FCCN1C(=NC=2C1=NC(=CC2)C=2C=CN1N=C(N=CC12)NC1CCN(CC1)C)C 5-(3-(2-fluoroethyl)-2-methyl-3H-imidazo[4,5-b]pyridin-5-yl)-N-(1-methylpiperidin-4-yl)pyrrolo[2,1-f][1,2,4]triazin-2-amine